ClC=1C=C2C(=C(C=NC2=CC1)C1CCOCC1)NC1=C(C(=O)O)C=C(C=C1)OC 2-[(6-chloro-3-tetrahydropyran-4-yl-4-quinolinyl)amino]-5-methoxy-benzoic acid